COC([C@H](NC(CCCCO)=O)CC1=CC=CC=C1)=O N-(5-hydroxypentanoyl)-D-phenylalanine methyl ester